tert-butyl 3-(5-(hydrazinecarbonyl)pyrazin-2-yl)pyrrolidine-1-carboxylate N(N)C(=O)C=1N=CC(=NC1)C1CN(CC1)C(=O)OC(C)(C)C